C(C#C)OC1=CC=C(C=C1)C1(CC1)C(=O)N1[C@@H](CCC1)C(=O)N[C@H](C#C)CC(=O)N (2S)-1-[1-(4-Prop-2-ynoxyphenyl)cyclopropanecarbonyl]-N-[(1S)-1-(2-amino-2-oxo-ethyl)prop-2-ynyl]pyrrolidine-2-carboxamide